ClC1=C(C(=NC(=N1)C)N1CC=2C=C(C=NC2CC1)C=1C(=NN(C1)C)C)C 6-(6-chloro-2,5-dimethyl-pyrimidin-4-yl)-3-(1,3-dimethylpyrazol-4-yl)-7,8-dihydro-5H-1,6-naphthyridine